isobutyl-1,1,3,3,3-penta-acetoxy-1,3-disilapropane C(C(C)C)[Si](C[Si](OC(C)=O)(OC(C)=O)OC(C)=O)(OC(C)=O)OC(C)=O